Vinyl-Tributoxysilane C(=C)[Si](OCCCC)(OCCCC)OCCCC